ethyl 6-chloro-7-[(2R)-2-{[(3-chloropyridin-2-yl) oxy] methyl} pyrrolidin-1-yl]-1-[6-(N-methanesulfonylmethanesulfonamido) pyridin-3-yl]-4-oxo-1,4-dihydroquinoline-3-carboxylate ClC=1C=C2C(C(=CN(C2=CC1N1[C@H](CCC1)COC1=NC=CC=C1Cl)C=1C=NC(=CC1)N(S(=O)(=O)C)S(=O)(=O)C)C(=O)OCC)=O